benzyl 4-[8-(1-tert-butoxycarbonyl-3-piperidyl)-2-[2-(3-tert-butoxy-3-oxo-propoxy)ethylamino]-7-oxo-pyrido[2,3-d]pyrimidin-6-yl]-8-methyl-2,3-dihydroquinoxaline-1-carboxylate C(C)(C)(C)OC(=O)N1CC(CCC1)N1C(C(=CC2=C1N=C(N=C2)NCCOCCC(=O)OC(C)(C)C)N2CCN(C1=C(C=CC=C21)C)C(=O)OCC2=CC=CC=C2)=O